5-Methyl-1-(4-methylbenzyl)-1H-pyrrole-2-carbaldehyde CC1=CC=C(N1CC1=CC=C(C=C1)C)C=O